5-{2H,3H-[1,4]dioxino[2,3-b]pyrazin-6-yl}phenol O1CCOC=2C1=NC=C(N2)C=2C=CC=C(C2)O